FC1(OC2=C(O1)C=CC(=C2)N(C(C2=CC(=CC=C2)N2N=C(C1=C2CC2CCC1N2C(C(C)(C)C)=O)C(F)(F)F)=O)C)F N-(2,2-difluorobenzo[d][1,3]dioxol-5-yl)-N-methyl-3-(9-pivaloyl-3-(trifluoromethyl)-5,6,7,8-tetrahydro-4,7-epiminocyclohepta[c]pyrazol-1(4H)-yl)benzamide